N-methyl-2-(1-methyl-4-piperidyl)-5-[[6-(trifluoromethyl)pyridine-2-carbonyl]amino]pyrazolo[1,5-a]pyridine-6-carboxamide CNC(=O)C=1C(=CC=2N(C1)N=C(C2)C2CCN(CC2)C)NC(=O)C2=NC(=CC=C2)C(F)(F)F